FC1(N=C2C(=N1)C=CC=C2)F 2,2-difluorobenzo[d][1,3]diazole